2,3,4,5-tetrahydro-1,2,4-triazine-6-carboxylate N=1NCNCC1C(=O)[O-]